cholesterol hemimalonate C(CC(=O)O)(=O)O.CC(C)CCC[C@@H](C)[C@H]1CC[C@H]2[C@@H]3CC=C4C[C@@H](O)CC[C@]4(C)[C@H]3CC[C@]12C.CC(C)CCC[C@@H](C)[C@H]1CC[C@H]2[C@@H]3CC=C4C[C@@H](O)CC[C@]4(C)[C@H]3CC[C@]12C